methyl (2R,7aS)-2-hydroxy-6-methylene-tetrahydro-1H-pyrrolizine-7a(5H)-carboxylate O[C@@H]1C[C@@]2(CC(CN2C1)=C)C(=O)OC